ClC=1C=C2C(N(C(N(C2=CC1C=C)CC1=CC=C(C=C1)OC)=O)C)(C(F)(F)F)C#CC1CC1 6-chloro-4-(cyclopropylethynyl)-1-(4-methoxybenzyl)-3-methyl-4-(trifluoromethyl)-7-vinyl-3,4-dihydroquinazolin-2(1H)-one